5-butyl-N-(pyridin-3-yl)picolinamide hydrogen chloride Cl.C(CCC)C=1C=CC(=NC1)C(=O)NC=1C=NC=CC1